FC(COS(=O)(=O)SC1CS(CC1)(=O)=O)(F)F 3-trifluoroethoxysulfonylthiotetrahydrothiophene-1,1-dioxide